N[C@@H]1[C@H](C1)C1=CC=C(C=C1)C=1C=C(C=CC1)O 3-[4-[(1R,2S)-2-aminocyclopropyl]phenyl]phenol